BrCCO[Si](OCC)(OCC)C1=CC=CC=C1 bromophenyltriethoxysilane